C1(CCCC1)NC1=C2N=CN(C2=NC(=N1)C(C1CCOCC1)O)[C@@H]1[C@H]([C@@H]([C@H](O1)COP(=O)(O)CP(O)(O)=O)O)F |&1:23| [({[(2R,3R,4S,SR)-5-[6-(cyclopentylamino)-2-[hydroxy(oxan-4-yl)methyl]-9H-purin-9-yl]-4-fluoro-3-hydroxyoxolan-2-yl]methoxy}(hydroxy)phosphoryl)methyl]-phosphonic acid